3-(5-(4-((3,4-dihydroisoquinolin-2(1H)-yl)methyl)-1-methyl-1H-pyrrolo[2,3-b]pyridin-6-yl)-1-oxoisoindolin-2-yl)piperidine-2,6-dione C1N(CCC2=CC=CC=C12)CC1=C2C(=NC(=C1)C=1C=C3CN(C(C3=CC1)=O)C1C(NC(CC1)=O)=O)N(C=C2)C